BrC=1C=C(C(C(C1)Cl)([2H])I)OC 5-Bromo-1-chloro-2-iodo-3-methoxybenzene-2-d